C1(CC1)N1C(C(=CC=C1)NC(=O)C=1C(=CC=2N(C1)C=C(N2)C21COC(C2)(C1)C)O[C@H](C(F)F)C)=O (S)-N-(1-cyclopropyl-2-oxo-1,2-dihydropyridin-3-yl)-7-((1,1-difluoropropan-2-yl)oxy)-2-(1-methyl-2-oxabicyclo[2.1.1]hexan-4-yl)imidazo[1,2-a]pyridine-6-carboxamide